5-bromo-4-methoxy-2,7-dimethyl-indazole BrC1=C(C2=CN(N=C2C(=C1)C)C)OC